tert-butyl (1-(2-(7,8-dimethyl-[1,2,4]triazolo[1,5-a]pyridin-6-yl)-3-isopropyl-1H-pyrrolo[3,2-b]pyridin-5-yl) azetidin-3-yl)carbamate CC1=C(C=2N(C=C1C1=C(C3=NC(=CC=C3N1)N1CC(C1)NC(OC(C)(C)C)=O)C(C)C)N=CN2)C